benzyl (R)-3-aminopyrrolidine-1-carboxylate N[C@H]1CN(CC1)C(=O)OCC1=CC=CC=C1